[N+](=O)([O-])C=1C=CC(=C(C1)C#CC1=CC=C(C(=O)NCCN2CCCCC2)C=C1)C1=CC=NC=C1 4-((5-nitro-2-(pyridin-4-yl)phenyl)ethynyl)-N-(2-(piperidin-1-yl)ethyl)benzamide